Dimethylaminothiocarbamic acid O-([1,1':3',1''-terphenyl]-5'-yl) ester C1(=CC=CC=C1)C1=CC(=CC(=C1)OC(NN(C)C)=S)C1=CC=CC=C1